C1(C(C(C(C(C1([2H])[2H])([2H])[2H])([2H])[2H])([2H])[2H])([2H])[2H])(C1=NC(=C(C(=O)N[C@H]2CS(C=C2)(=O)=O)C=C1)OC)[2H] (R)-6-(cyclohexyl-d11)-N-(1,1-dioxido-2,3-dihydrothiophen-3-yl)-2-methoxynicotinamide